C(C)OC(=O)[C@@]12C(OC[C@H]2C1)=O (1R,5S)-2-oxo-3-oxabicyclo[3.1.0]hexane-1-carboxylic acid ethyl ester